NCC1(C2CCN(CC12)C(=O)OCC1=CC=CC=C1)C1=NOC=C1C benzyl 7-(aminomethyl)-7-(4-methylisoxazol-3-yl)-3-azabicyclo[4.1.0]heptane-3-carboxylate